CN(C(C)(C)C1=CC=C(C=C1)S(=O)(N)=NC(NC1=C2CCCC2=CC=2CCCC12)=O)C 4-(2-(Dimethylamino)-propan-2-yl)-N'-(1,2,3,5,6,7-hexahydro-s-indacen-4-yl-carbamoyl)benzenesulfonimidamide